N1N=C(N=C1)COC1=NC=C(C2=CC=CC=C12)[C@@H](C)N(C(=O)NC1=CC(=C(C=C1)F)Cl)CCCO |r| racemic-1-(1-(1-((1H-1,2,4-triazol-3-yl)methoxy)isoquinolin-4-yl)ethyl)-3-(3-chloro-4-fluorophenyl)-1-(3-hydroxypropyl)urea